2-[3-(3-chlorophenyl)ureido]-4-fluoro-N-(3-hydroxy-propyl)benzamide ClC=1C=C(C=CC1)NC(NC1=C(C(=O)NCCCO)C=CC(=C1)F)=O